C(C)OC=1C=C(C=2N(C1)N=CC2C#N)C=2C=NC(=CC2)N2CCN(CC2)CC2=NC=CC=N2 6-ethoxy-4-(6-(4-(pyrimidin-2-ylmethyl)piperazin-1-yl)pyridin-3-yl)pyrazolo[1,5-a]pyridine-3-carbonitrile